C/C=C/C[C@@H](C)[C@H]([C@@H](C(=O)O)N)O 2(S)-amino-3(R)-hydroxy-4(R)-methyl-6(E)-octenoic acid